C(CCC)OC(C(CC(=O)[O-])=O)(CC)CC.[Ga+3].C(CCC)OC(C(CC(=O)[O-])=O)(CC)CC.C(CCC)OC(C(CC(=O)[O-])=O)(CC)CC gallium butoxybisethylacetoacetate